(R)-3-cyclohexyl-6,7-difluoro-3-(1-hydroxy-1,3-dihydrobenzo[c][1,2]oxaborol-5-yl)indolin-2-one C1(CCCCC1)[C@@]1(C(NC2=C(C(=CC=C12)F)F)=O)C1=CC2=C(B(OC2)O)C=C1